Methyl (R)-9-(2-fluoro-3-((1-(3-fluoropropyl)pyrrolidin-3-yl)oxy)phenyl)-6,7-dihydro-5H-benzo[7]annulene-3-carboxylate FC1=C(C=CC=C1O[C@H]1CN(CC1)CCCF)C1=CCCCC2=C1C=CC(=C2)C(=O)OC